tert-butyl ((1r,4r)-4-(((4-(4-(trifluoromethyl)piperidin-1-yl)phenyl)amino)methyl)cyclohexyl)carbamate FC(C1CCN(CC1)C1=CC=C(C=C1)NCC1CCC(CC1)NC(OC(C)(C)C)=O)(F)F